[Cl-].C(C)OC(C=C(C[N+](C)(C)C)O)=O (4-ethoxy-2-hydroxy-4-oxobut-2-enyl)trimethylammonium chloride